(R)-6-(oxiran-2-yl)picolinonitrile O1[C@@H](C1)C1=CC=CC(=N1)C#N